CN1N=C(C=C1C(=O)NCCCC1=CC=C(C=C1)C=1C=C2C=NNC2=C(C1)C)C 1,3-dimethyl-N-(3-(4-(7-methyl-1H-indazol-5-yl)phenyl)propyl)-1H-pyrazole-5-carboxamide